C1(CC1)N(C1=C(C(=NC=N1)NCC1CCC(CC1)C)F)CC1=CC=C(C=C1)C(F)(F)F N6-cyclopropyl-5-fluoro-N4-[(4-methylcyclohexyl)methyl]-N6-[[4-(trifluoromethyl)phenyl]methyl]pyrimidine-4,6-diamine